N-(4-{1-[(1H-indol-2-yl)carbonyl]piperidin-4-yl}butyl)thieno[2,3-c]pyridine-2-carboxamide N1C(=CC2=CC=CC=C12)C(=O)N1CCC(CC1)CCCCNC(=O)C1=CC=2C(=CN=CC2)S1